C(C)(C)(C)OC(=O)N1CCC(CC1)CN1C(C[C@H](CC1)CN1CCN(CC1)C(=O)OCC1=CC=CC=C1)=O benzyl 4-[[(4S)-1-[(1-tert-butoxycarbonyl-4-piperidyl)methyl]-2-oxo-4-piperidyl]methyl]piperazine-1-carboxylate